C1(CC1)C=1OC2=C(N1)C=CC(=C2)C(=O)N2CCN(CC2)C=2OC=1C(=NC(=CC1)C)N2 (2-Cyclopropyl-1,3-benzoxazol-6-yl)-[4-(5-methyloxazolo[4,5-b]pyridin-2-yl)piperazin-1-yl]methanon